1-[(3s,5r)-1-(2-fluoroprop-2-enoyl)-5-(methoxymethyl)pyrrolidin-3-yl]-5-(methylamino)pyrazole-4-carboxamide FC(C(=O)N1C[C@H](C[C@@H]1COC)N1N=CC(=C1NC)C(=O)N)=C